(3S)-1'-[5-(2-chlorophenyl)-1,3-thiazol-2-yl]-1,3-dihydro-spiro[indene-2,4'-piperidine]-3-amine ClC1=C(C=CC=C1)C1=CN=C(S1)N1CCC2(CC1)CC1=CC=CC=C1[C@H]2N